C1(CCCCC1)P(C1=C(C=CC=C1)C1=C(C=C(C=C1C(C)C)C(C)C)C(C)C)C1CCCCC1 2-(dicyclohexyl-phosphanyl)-2',4',6'-triisopropylbiphenyl